(S)-2-((5-fluoroquinazolin-4-yl)amino)-4-((2-methoxyethyl)(4-(3-vinyl-5,6,7,8-tetrahydro-1,8-naphthyridin-2-yl)butyl)amino)butanoic acid FC1=C2C(=NC=NC2=CC=C1)N[C@H](C(=O)O)CCN(CCCCC1=NC=2NCCCC2C=C1C=C)CCOC